2,5-dimethoxystilbene COC1=C(C=C(C=C1)OC)C=CC1=CC=CC=C1